2-(3-chloro-2-fluorophenyl)-2-isothiocyanatopropyl-2,2-dimethylpropionate ClC=1C(=C(C=CC1)C(COC(C(C)(C)C)=O)(C)N=C=S)F